ClC=1C=C(C#N)C=C(C1)CCN1[C@H](C[C@H](C1)COC1=CC=C(C=C1)S(=O)(=O)C)C cis-3-chloro-5-(2-[4-[(4-methanesulfonylphenoxy)methyl]-2-methylpyrrolidin-1-yl]ethyl)benzonitrile